tert-butyl (2-((1-(2-amino-6-chloropyrimidin-4-yl)-1H-1,2,3-triazol-4-yl)(hydroxy)methyl)phenyl)carBamate NC1=NC(=CC(=N1)N1N=NC(=C1)C(C1=C(C=CC=C1)NC(OC(C)(C)C)=O)O)Cl